5-(methylcarbamoyl)picolinic acid methyl ester COC(C1=NC=C(C=C1)C(NC)=O)=O